OC(CCCCCCCC(=O)O)C 9-Hydroxy-decanoic acid